N1(CCC2(CC1)CNC1=CC=CC=C12)CC(C)=O 1-(spiro[indoline-3,4'-piperidin]-1'-yl)propan-2-one